C1=CC(=CC=2C3=CC(=C4C=CC(=CC4=C3C=C(C12)OCCO)OCCO)OCCO)OCCO 2,2',2'',2'''-(chrysene-3,6,9,12-tetrayltetrakis(oxy))tetrakis(ethan-1-ol)